FC1=C(OC=2C=NC3=CC(=NC=C3C2)C(C)O)C=CC(=C1)F 1-(3-(2,4-Difluorophenoxy)-1,6-naphthyridin-7-yl)ethan-1-ol